(S)-N-((R)-2-(difluoromethoxy)-1-(3-(difluoromethoxy)phenyl)ethyl)-3-(1-ethylcyclopropyl)-3-hydroxypropanamide FC(OC[C@@H](C1=CC(=CC=C1)OC(F)F)NC(C[C@H](O)C1(CC1)CC)=O)F